C(C1=CC=CC=C1)C=1N(C=2C(=C3CC[C@@H](NC3=CC2)C)N1)[C@H]1C[C@H](CCC1)C1=NN=NN1 (7S)-2-Benzyl-7-methyl-3-[(1R,3S)-3-(1H-1,2,3,4-tetrazol-5-yl)cyclohexyl]-3H,6H,7H,8H,9H-imidazo[4,5-f]chinolin